3-(isoquinolin-4-yl)-1-(2-methylpyridin-3-yl)-2-oxoimidazoline-4-carbonitrile C1=NC=C(C2=CC=CC=C12)N1C(N(CC1C#N)C=1C(=NC=CC1)C)=O